(1S,3aR,6aS)-2-(2-(2,4-dichlorophenoxy)acetyl)octahydrocyclopenta[c]pyrrole-1-carboxylic acid ClC1=C(OCC(=O)N2[C@@H]([C@@H]3[C@H](C2)CCC3)C(=O)O)C=CC(=C1)Cl